5-(3-((3-(4-(4-amino-3-(4-phenoxyphenyl)-1H-pyrazolo[3,4-d]pyrimidin-1-yl)piperidin-1-yl)pyrrolidin-1-yl)methyl)azetidin-1-yl)-2-(2,6-dioxopiperidin-3-yl)isoindoline-1,3-dione NC1=C2C(=NC=N1)N(N=C2C2=CC=C(C=C2)OC2=CC=CC=C2)C2CCN(CC2)C2CN(CC2)CC2CN(C2)C=2C=C1C(N(C(C1=CC2)=O)C2C(NC(CC2)=O)=O)=O